(S)-N2'-[1-(4-fluorophenyl)ethyl]-6-methoxy-N6'-(pyrazin-2-yl)-3,4'-bipyridine-2',6'-diamine FC1=CC=C(C=C1)[C@H](C)NC1=NC(=CC(=C1)C=1C=NC(=CC1)OC)NC1=NC=CN=C1